(E)-N-hydroxy-3-(2-(((2-morpholinopyridin-4-yl)methyl)amino)phenyl)acrylamide ONC(\C=C\C1=C(C=CC=C1)NCC1=CC(=NC=C1)N1CCOCC1)=O